C1(CCCCC1)CC1(C(N(C(=C(C1)C(=O)N(C)C)C)C1=CC(=CC=C1)C(F)(F)F)=O)C(=O)N 3-(cyclohexylmethyl)-N5,N5,6-trimethyl-2-oxo-1-[3-(trifluoromethyl)phenyl]-1,2-dihydropyridine-3,5-dicarboxamide